methyl 3-((2-((tert-butyldimethylsilyl)oxy)ethyl)(methyl)amino)-4-methylbenzoate [Si](C)(C)(C(C)(C)C)OCCN(C=1C=C(C(=O)OC)C=CC1C)C